(5R)-3-((2-((S)-amino(spiro[2.3]hexan-5-yl)methyl)imidazo[1,2-b]pyridazin-6-yl)methyl)-5-(trifluoromethyl)piperidin-2-one N[C@H](C=1N=C2N(N=C(C=C2)CC2C(NC[C@@H](C2)C(F)(F)F)=O)C1)C1CC2(CC2)C1